tert-butyl-3-[5-cyano-7-(2-methoxy-4,6-dimethyl-phenyl)-1,8-naphthyridin-2-yl]piperidine C(C)(C)(C)N1CC(CCC1)C1=NC2=NC(=CC(=C2C=C1)C#N)C1=C(C=C(C=C1C)C)OC